dichloro(cyclooctadiene) ruthenium [Ru].ClC1=C(CCCCC=C1)Cl